FC(OC[C@H]1N(CC(C1)C1=CC=C(C=C1)C(F)(F)F)C1=NC=C(C=N1)C(=O)O)F 2-((2S)-2-((difluoromethoxy)methyl)-4-(4-(trifluoromethyl)phenyl)pyrrolidin-1-yl)pyrimidine-5-carboxylic acid